NC1=C(C=C(N=N1)C1=C(C=CC=C1)O)N1CC2CCC(C1)N2C2=CC(=NC=C2)C#CCN2CC(C2)OCC 2-[6-amino-5-[8-[2-[3-(3-ethoxyazetidin-1-yl)prop-1-ynyl]-4-pyridinyl]-3,8-diazabicyclo[3.2.1]oct-3-yl]pyridazin-3-yl]phenol